(3-methoxy)propan COCCC